CN1C(N(C2=C1C=C(C(=C2)NC(OC(C)(C)C)=O)[N+](=O)[O-])C)=O tert-butyl (1,3-dimethyl-6-nitro-2-oxo-2,3-dihydro-1H-benzo[d]imidazol-5-yl)carbamate